(2R,3S,5R)-2-(2,5-difluorophenyl)-5-(7-methanesulfonyl-2,7-diazaspiro[3.5]nonan-2-yl)tetrahydropyran-3-amine FC1=C(C=C(C=C1)F)[C@H]1OC[C@@H](C[C@@H]1N)N1CC2(C1)CCN(CC2)S(=O)(=O)C